NC=1C=C(C(=O)NC2CC2)C=CC1N 3,4-diamino-N-cyclopropyl-benzamide